(1S,4S)-1-(2-chloro-5-fluorophenyl)-8-(3-fluoro-5-(trifluoromethyl)benzamido)-N,4-dimethyl-3-oxo-1,2,3,4-tetrahydropyrrolo[1,2-a]pyrazine-6-carboxamide ClC1=C(C=C(C=C1)F)[C@H]1C=2N([C@H](C(N1)=O)C)C(=CC2NC(C2=CC(=CC(=C2)C(F)(F)F)F)=O)C(=O)NC